C(#N)C=1C=C(C=C(C1)F)N(C(=O)C1CC(C1)(F)F)CC12CCC(CC1)(CC2)C2=NC(=NO2)C2CC2 N-(3-cyano-5-fluorophenyl)-N-((4-(3-cyclopropyl-1,2,4-oxadiazol-5-yl)bicyclo[2.2.2]octan-1-yl)methyl)-3,3-difluorocyclobutane-1-carboxamide